C(C)N1N=CC2=CC=C(C=C12)C1=CC(=NN1C1=C(C=CC=C1)N1CCCC1)CO[C@@](C(=O)OCC)(CC)C Ethyl (2R)-2-([5-(1-ethyl-1H-indazol-6-yl)-1-[2-(pyrrolidin-1-yl)phenyl]-1H-pyrazol-3-yl]methoxy)-2-methylbutanoate